FC1=CC=C(CC2=CC3=C(OCCN3)N=C2C(=O)N)C=C1 7-(4-fluorobenzyl)-2,3-dihydro-1H-pyrido[2,3-b][1,4]oxazine-6-carboxamide